ClC=1C(=C2C(=NC1C)CN(C2)C(=O)[C@H]2CN(CC2)C=2C=NC=C(C2)C(F)(F)F)C (3-chloro-2,4-dimethyl-5,7-dihydropyrrolo[3,4-b]pyridin-6-yl)-[(3R)-1-[5-(trifluoromethyl)-3-pyridyl]pyrrolidin-3-yl]methanone